C(C1=CC=CC=C1)NC(OC1=CC(=CC=C1)C1=NC(=CN=C1)C=1OC=NN1)=O 3-(6-(1,3,4-oxadiazol-2-yl)pyrazin-2-yl)phenyl benzylcarbamate